CCN(CC)C(=O)SCC1=CC=CC=C1Cl The molecule is a monothiocarbamic ester that is carbamothioic S-acid substituted by two ethyl groups at the nitrogen atom and a 2-chlorobenzyl group at the the sulfur atom. It has a role as a xenobiotic, an environmental contaminant and a herbicide. It is a member of monochlorobenzenes and a monothiocarbamic ester.